4-[(7R,8aS)-7-(2,3-dichloro-6-hydroxyphenyl)-4-oxo-hexahydropyrrolo[1,2-a]pyrazin-2-yl]pyrrolidine-2-one ClC1=C(C(=CC=C1Cl)O)[C@H]1C[C@@H]2N(C(CN(C2)C2CC(NC2)=O)=O)C1